O=C1NC(CCC1N1C(C2=CC=C(C=C2C1=O)CN1CCC(CC1)C1=CC=CC=C1)=O)=O 2-(2,6-dioxopiperidin-3-yl)-5-((4-phenylpiperidin-1-yl)methyl)isoindoline-1,3-dione